FC=1C=NC=CC1C[C@@H](C(=O)O)NC (S)-3-(3-fluoropyridin-4-yl)-2-(methylamino)propanoic acid